7-benzyl-4,7-diazaspiro[2.5]octane-4-carboxylic acid tert-butyl ester C(C)(C)(C)OC(=O)N1C2(CC2)CN(CC1)CC1=CC=CC=C1